tert-butyl (2S,5S)-5-(((tert-butyldiphenylsilyl)oxy)methyl)-2-((2-(3-methylisoquinolin-1-yl)propan-2-yl)carbamoyl)morpholine-4-carboxylate [Si](C1=CC=CC=C1)(C1=CC=CC=C1)(C(C)(C)C)OC[C@@H]1CO[C@@H](CN1C(=O)OC(C)(C)C)C(NC(C)(C)C1=NC(=CC2=CC=CC=C12)C)=O